C(C)(C)(C)OC(NC=1C=NC(=C(C1)F)C1CC(C1)(F)F)=O.FC1(CC(C1)C1=C(C=C(C=N1)N)F)F 6-(3,3-difluorocyclobutyl)-5-fluoropyridin-3-amine tert-Butyl-N-[6-(3,3-difluorocyclobutyl)-5-fluoropyridin-3-yl]carbamate